1-(2-hydroxyethyl-thio)butadiene OCCSC=CC=C